Cl.O1COC2=C1C=CC=C2C(C(=O)O)CNC(=O)[C@H]2CN(CCC2)CCCC2=NC=1NCCCC1C=C2 benzo[d][1,3]dioxol-4-yl-3-((R)-1-(3-(5,6,7,8-tetrahydro-1,8-naphthyridin-2-yl)propyl)piperidine-3-carboxamido)propanoic acid hydrochloride